4-[[2-[2-Fluoro-5-hydroxy-4-[1-(hydroxymethyl)cyclobutyl]phenyl]acetyl]amino]-N-[1-(trifluoromethyl)cyclopropyl]pyridine-2-carboxamide FC1=C(C=C(C(=C1)C1(CCC1)CO)O)CC(=O)NC1=CC(=NC=C1)C(=O)NC1(CC1)C(F)(F)F